N-(3-hydroxy-2,3-dihydro-1H-inden-4-yl)pyridine-3-carboxamide OC1CCC2=CC=CC(=C12)NC(=O)C=1C=NC=CC1